FC(C1=NN(C=C1C(=O)N([C@@H](CC1=C(C=C(C=C1Cl)Cl)Cl)C)OC)C)F 3-difluoromethyl-N-methoxy-1-methyl-N-[(1R)-1-methyl-2-(2,4,6-trichlorophenyl)ethyl]pyrazole-4-carboxamide